C(C)(C)(C)OC(=O)NCCOCCOC1=CC2=C(N(C=N2)C2=CC=C(C=C2)NC(OC2=CC=CC=C2)=O)C=C1 phenyl (4-{5-[2-(2-tert-butoxycarbonylamino-ethoxy) ethoxy] benzimidazol-1-yl}-phenyl)-carbamate